N-((1R,2S)-2-fluorocyclopropyl)-8-(methylamino)-6-(4-(2-oxoethyl)indolin-1-yl)imidazo[1,2-b]pyridazine-3-carboxamide F[C@@H]1[C@@H](C1)NC(=O)C1=CN=C2N1N=C(C=C2NC)N2CCC1=C(C=CC=C21)CC=O